1-N'-(4-fluorophenyl)-1-N-[4-[7-[1-(2-morpholin-4-ylethyl)pyrazol-4-yl]quinolin-4-yl]oxyphenyl]cyclopropane-1,1-dicarboxamide FC1=CC=C(C=C1)NC(=O)C1(CC1)C(=O)NC1=CC=C(C=C1)OC1=CC=NC2=CC(=CC=C12)C=1C=NN(C1)CCN1CCOCC1